5-(trifluoromethoxy)oxindole FC(OC=1C=C2CC(NC2=CC1)=O)(F)F